(S)-5-(1-(tert-butylsulfonyl)piperidin-2-yl)-3-(3-phenyl-propyl)-1,2,4-oxadiazole C(C)(C)(C)S(=O)(=O)N1[C@@H](CCCC1)C1=NC(=NO1)CCCC1=CC=CC=C1